BrC=1SC(=CC1COC(N(C)C1CCCC1)=O)Cl.NC1=CC=C(OCCCOC2=CC=C(N)C=C2)C=C1 4-[3-(4-Aminophenoxy)propoxy]aniline (2-bromo-5-chlorothiophen-3-yl)methylcyclopentaneyl(methyl)carbamate